NC=1C(=NC(=C(N1)F)C1=CC=C(C=C1)N1CCN(CC1)CC1CC1)C1=CC=C2C(NC(=NC2=C1)C)=O 7-(3-amino-6-(4-(4-(cyclopropylmethyl)piperazin-1-yl)phenyl)-5-fluoropyrazin-2-yl)-2-methylquinazolin-4(3H)-one